2-(2-chlorophenyl)-2-hydroxyiminoethyl diphenoxy phosphate P(=O)(OCC(=NO)C1=C(C=CC=C1)Cl)(OOC1=CC=CC=C1)OOC1=CC=CC=C1